C1(=CC=CC2=CC3=CC=CC=C3C=C12)C1=NNC2=C1C=CC=C2 anthracenyl-benzodiazole